O1C=C(C=C1)C=1SC=C2C1N=CN(C2=O)CC2(CCN(CC2)C(=O)[C@H]2[C@@H](CN(CC2)C(=O)C2=C(N=C(S2)C=2C=NC(=CC2)C)C)C2=CC=CC=C2)O 7-(3-furyl)-3-[[4-hydroxy-1-[(3R,4R)-1-[4-methyl-2-(6-methyl-3-pyridyl)thiazole-5-carbonyl]-3-phenyl-piperidine-4-carbonyl]-4-piperidinyl]methyl]thieno[3,4-d]pyrimidin-4-one